CC1=CC=C(C=C2C(C3(CCC2C3(C)C)C)=O)C=C1 3-(4-methyl-benzylidene)camphor